Trimethyl-3-Cyclopenten CC1C(CC=C1)(C)C